{(2S,3S,4S)-1-[7,7-difluoro-4-(trifluoromethyl)(5,6,7-trihydrocyclopenta[1,2-e]pyridin-2-yl)]-3,4-dihydroxy-5-oxopyrrolidin-2-yl}-N-(5-chloro-2,4-difluorophenyl)-N-methylformamide FC1(CCC=2C(=CC(=NC21)N2[C@@H]([C@@H]([C@@H](C2=O)O)O)C(=O)N(C)C2=C(C=C(C(=C2)Cl)F)F)C(F)(F)F)F